NCC1=C(C(=C(C(=C1)[N+](=O)[O-])C(=O)C1=C(C=CC(=C1)F)Cl)Br)OC [4-(aminomethyl)-2-bromo-3-methoxy-6-nitrophenyl](2-chloro-5-fluorophenyl)methanone